NC1(N=C2C(=N1)C=CC=C2)CO 2-aminobenzimidazolemethanol